3-(5-nitro-1-(tetrahydro-2H-pyran-2-yl)-1H-indazol-3-yl)oxazolidine-2,4-dione [N+](=O)([O-])C=1C=C2C(=NN(C2=CC1)C1OCCCC1)N1C(OCC1=O)=O